3-(N-(4-chloro-5-cyano-2-((1-fluorocyclobutyl)methoxy)phenyl)sulfamoyl)-4-cyclopropylbenzoic acid ClC1=CC(=C(C=C1C#N)NS(=O)(=O)C=1C=C(C(=O)O)C=CC1C1CC1)OCC1(CCC1)F